N[C@@H]([C@@H](C)CC)C(=O)N[C@H](CC1=CN(C2=CC=CC=C12)C)C(=O)O Nα-(L-isoleucyl)-1-methyl-D-tryptophan